copper phenol C1(=CC=CC=C1)O.[Cu]